[Sn].C1=CC=CC=C1 benzene tin